N1OCC1 aza-oxetane